C(C=O)(=O)[O-] glyoxylate